5-hydroxy-4-tert-butylpyrimidine OC=1C(=NC=NC1)C(C)(C)C